ethyl (E)-3-(2-amino-6-chlorophenyl)acrylate NC1=C(C(=CC=C1)Cl)/C=C/C(=O)OCC